N-((4-((9-(cyclopropylmethyl)-9H-purin-6-yl)oxy)phenyl)carbamothioyl)-2-methoxybenzamide C1(CC1)CN1C2=NC=NC(=C2N=C1)OC1=CC=C(C=C1)NC(=S)NC(C1=C(C=CC=C1)OC)=O